C(C)(C)(C)OC(=O)NC(C[C@@H]1CC(N(C1)C(=O)OC(C)(C)C)=O)(C)C tert-butyl (R)-4-(2-((tert-butoxycarbonyl)-amino)-2-methylpropyl)-2-oxopyrrolidine-1-carboxylate